(S)-N-((3-(4-(4-(1,1-dioxidothietan-3-yl)piperidin-1-yl)-3,5-difluorophenyl)-2-oxooxazolidin-5-yl)methyl)furan-2-carboxamide O=S1(CC(C1)C1CCN(CC1)C1=C(C=C(C=C1F)N1C(O[C@H](C1)CNC(=O)C=1OC=CC1)=O)F)=O